7-(6-aminopyridin-3-yl)-2,3-dihydrobenzo[f][1,4]oxazepine-4(5H)-carboxylic acid tert-butyl ester C(C)(C)(C)OC(=O)N1CCOC2=C(C1)C=C(C=C2)C=2C=NC(=CC2)N